ClC1=C(C=C(C=C1N1[C@@H](CN(CC1)CC(CF)O)C)C#N)NC1=NC=2N(C(=N1)NC1CC1)N=CC2C#N 2-({2-chloro-5-cyano-3-[(2R)-4-(3-fluoro-2-hydroxypropyl)-2-methylpiperazin-1-yl]phenyl}amino)-4-(cyclopropylamino)pyrazolo[1,5-a][1,3,5]triazine-8-carbonitrile